FC1=CC=C(C=C1)C1CN(C1)C=1C(=NC=CN1)N1CCN(CC1)C(C=C)=O 1-(4-(3-(3-(4-fluorophenyl)azetidin-1-yl)pyrazin-2-yl)piperazin-1-yl)prop-2-en-1-one